C(C)OC(=O)C1=CC(=NC=C1)OCC1=CC=C(C=C1)OC.[S].[Li].[Ni] nickel lithium sulfur 2-[(4-Methoxyphenyl)methoxy]pyridin-4-carboxylic acid ethyl ester